Cyclopropylmethyl 3-hexenoate C(CC=CCC)(=O)OCC1CC1